The molecule is a quaternary ammonium salt consisting of equimolar amounts of mepiquat cations and chloride anions. A plant growth regulator, it is used in agriculture to reduce vegetative growth including sprout suppression in garlic, leeks and onions. It has a role as a plant growth retardant and an agrochemical. It is a quaternary ammonium salt and a chloride salt. It contains a mepiquat. C[N+]1(CCCCC1)C.[Cl-]